(+-)-4-(5-(tert-butyl)-3-(2-((2R)-2-hydroxy-7-azabicyclo[2.2.1]heptan-7-yl)acetyl)-2-methyl-1H-pyrrol-1-yl)benzonitrile C(C)(C)(C)C1=CC(=C(N1C1=CC=C(C#N)C=C1)C)C(CN1C2[C@@H](CC1CC2)O)=O